2-(2,4-dioxotetrahydropyrimidin-1(2H)-yl)-5-((4-(phenyl(pyridin-2-yl)methyl)piperazin-1-yl)methyl)isoindoline-1,3-dione O=C1N(CCC(N1)=O)N1C(C2=CC=C(C=C2C1=O)CN1CCN(CC1)C(C1=NC=CC=C1)C1=CC=CC=C1)=O